((2S,3S)-3-(2-aminophenyl)-1,4-dioxaspiro[4.5]decan-2-yl)methyl sulfamate S(N)(OC[C@@H]1OC2(O[C@H]1C1=C(C=CC=C1)N)CCCCC2)(=O)=O